N-[2-methyl-5-[[2-[(2S)-2-methylpyrrolidin-1-yl]acetyl]amino]-3-pyridyl]-6-[2-(1H-tetrazol-5-yl)phenyl]triazolo[1,5-a]pyridine-3-carboxamide CC1=NC=C(C=C1NC(=O)C=1N=NN2C1C=CC(=C2)C2=C(C=CC=C2)C2=NN=NN2)NC(CN2[C@H](CCC2)C)=O